[Li].[K] potassium-lithium salt